ClC1=CC=2C3=C(NC2C=C1)CCCN3 8-chloro-2,3,4,5-tetrahydro-1H-pyrido[3,2-b]indole